ClC1=NC(=CC(=C1)C(CO)(F)F)Cl 2-(2,6-dichloro-4-pyridinyl)-2,2-difluoro-ethanol